7-chloro-N-methyl-6-(trifluoromethyl)-2,3-dihydrobenzofuran-3-amine ClC1=C(C=CC=2C(COC21)NC)C(F)(F)F